tert-butyl (S)-(2-(3,5-difluorophenyl)-1-(3-(4-(morpholinosulfonyl)phenyl)quinoxalin-2-yl)ethyl)carbamate FC=1C=C(C=C(C1)F)C[C@@H](C1=NC2=CC=CC=C2N=C1C1=CC=C(C=C1)S(=O)(=O)N1CCOCC1)NC(OC(C)(C)C)=O